ClC1=CC=C(S1)C1C[C@H](NCC1)C1=CC=C(C(=O)[O-])C=C1 (S)-4-(4-(5-chlorothiophen-2-yl)piperidin-2-yl)benzoate